3-((4,4-difluorocyclohexyl)oxy)-5-nitrobenzoic acid methyl ester COC(C1=CC(=CC(=C1)[N+](=O)[O-])OC1CCC(CC1)(F)F)=O